5-(methylsulfanyl)-1,3,4-thiadiazol-2-amine 2,2,2-trifluoroacetate FC(C(=O)O)(F)F.CSC1=NN=C(S1)N